C1(CC1)N1CCN(CC1)C1=CC=C(C=C1)NC(C1=C(N=CC=C1I)OC)=O N-(4-(4-cyclopropylpiperazin-1-yl)phenyl)-4-iodo-2-methoxynicotinamide